C1(CCC1)C(C(=O)NC=1C(=NNC1)C1=CC2=C(C(=N1)N1CCNCC1)C=NN2CC(F)(F)F)C 2-cyclobutyl-N-(3-(4-(piperazin-1-yl)-1-(2,2,2-trifluoroethyl)-1H-pyrazolo[4,3-c]pyridin-6-yl)-1H-pyrazol-4-yl)propanamide